C[C@H](C(C)(C)C)O[P+](=O)C (1R)-1,2,2-trimethylpropyl (R)-methylphosphinate